C1(=CC=CC=C1)S(=O)(=O)CCC(=O)N 3-(phenylsulfonyl)propanamide